COCCOC=1C=C(C=C(C1)N1N=CC(=C1[N+](=O)[O-])C=1C=C2CCNC(C2=CC1)=O)NC(C=C)=O N-(3-(2-methoxyethoxy)-5-(5-nitro-4-(1-oxo-1,2,3,4-tetrahydroisoquinolin-6-yl)-1H-pyrazol-1-yl)phenyl)acrylamide